tert-butyl 3-[[(1S)-1-[4-(4-chloro-2,3,7,10-tetrazatricyclo[7.4.0.02,6]trideca-1(9),3,5,7-tetraen-10-yl)phenyl]-2,2,2-trifluoro-ethyl]-methyl-carbamoyl]pyrrolidine-1-carboxylate ClC1=NN2C=3CCCN(C3C=NC2=C1)C1=CC=C(C=C1)[C@@H](C(F)(F)F)N(C(=O)C1CN(CC1)C(=O)OC(C)(C)C)C